ethoxycarbonylmethyl-2-thiouridine C(C)OC(=O)C[C@@]1([C@H](O)[C@H](O)[C@@H](CO)O1)N1C(=S)NC(=O)C=C1